5-((2R,4S)-4-(4-(2,4-difluorophenyl)-7-methyl-6-(3-methyl-1,2,4-oxadiazol-5-yl)pyrido[2,3-d]pyrimidin-2-yl)tetrahydro-2H-pyran-2-yl)-1-methylpyridin-2(1H)-one FC1=C(C=CC(=C1)F)C=1C2=C(N=C(N1)[C@@H]1C[C@@H](OCC1)C=1C=CC(N(C1)C)=O)N=C(C(=C2)C2=NC(=NO2)C)C